C1CCC(CC1)N(N=O)[O-].C1CCC(CC1)N(N=O)[O-].[Cu+2] bis-(n-cyclohexyldiazeniumdioxy)-copper